r-vinylpyridine C(=C)C1=NC=CC=C1